COC[C@@H]1C[C@H](C1)NC1=NN2C(C=N1)=C(C=C2)C=2C=C1N=CC=NC1=CC2 N-(trans-3-(methoxymethyl)cyclobutyl)-5-(quinoxalin-6-yl)pyrrolo[2,1-f][1,2,4]triazin-2-amine